N-((3S,4R,5R,6R)-4,5-bis(benzyloxy)-6-((benzyloxy)methyl)tetrahydro-2H-pyran-3-yl)benzamide C(C1=CC=CC=C1)O[C@@H]1[C@H](CO[C@@H]([C@@H]1OCC1=CC=CC=C1)COCC1=CC=CC=C1)NC(C1=CC=CC=C1)=O